O[C@@]1(CN(CC1)C=1C=C2C(=CC=NC2=CC1)C(=O)OC)C methyl (S)-6-(3-hydroxy-3-methylpyrrolidin-1-yl)quinoline-4-carboxylate